C(C)N(C)[Si](Cl)(N(CC)C)N(CC)C tri(ethylmethylamino)chlorosilane